3-(4-fluoro-2-methylphenoxy)-N-(2-methoxy-3-methylpyridin-4-yl)-6-(trifluoromethyl)pyridazine-4-carboxamide FC1=CC(=C(OC=2N=NC(=CC2C(=O)NC2=C(C(=NC=C2)OC)C)C(F)(F)F)C=C1)C